O=C1N(C=CC=N1)C[C@H]1CCN(CC12CCCC2)C(=O)OC(C)(C)C tert-butyl (S)-10-((2-oxopyrimidin-1(2H)-yl)methyl)-7-azaspiro[4.5]decane-7-carboxylate